BrC1=CC=C2C3=C(N(C2=C1)CCCC)OC1=C3C(C3=CC=CC=C3C1=O)=O 3-bromo-5-n-butyl-5H-naphtho[2',3':4,5]furo[2,3-b]indole-7,12-dione